NC1=NC=C(C(=C1C=1C=CC(=C(C#N)C1)O)CC)C1=CC=C(C=C1)O 5-[2-amino-4-ethyl-5-(4-hydroxyphenyl)-3-pyridyl]-2-hydroxy-benzonitrile